BrC=1C=NN2C1C=CC(=C2)OC=2N=NC(=CC2C(=O)N(C)C)C 3-(3-bromopyrazolo[1,5-a]pyridin-6-yl)oxy-N,N,6-trimethylpyridazine-4-carboxamide